FC(C=1C=CC=2N(N1)C(=CN2)C2=CC(=NC=N2)N2CC(CCC2)C2S(CCC2)(=O)=O)F 2-(1-(6-(6-(Difluoromethyl)imidazo[1,2-b]pyridazin-3-yl)pyrimidin-4-yl)piperidin-3-yl)tetrahydrothiophene 1,1-dioxide